Methyl 3-(((meth-ylsulfonyl)oxy)-methyl)piperidine-1-carboxylate CS(=O)(=O)OCC1CN(CCC1)C(=O)OC